7-hydroxycoumarin-3-carboxylic acid OC1=CC=C2C=C(C(OC2=C1)=O)C(=O)O